COC1=CC=CC2=C1OC(CO2)C=2C=NC(=CC2)CCC 8-methoxy-2-(6-propylpyridin-3-yl)-2,3-dihydrobenzo[b][1,4]dioxin